C(C(C)C)N1C=CC=2C1=NC(=C(C2)C)C(=O)[O-] 1-isobutyl-5-methyl-1H-pyrrolo[2,3-b]pyridIne-6-carboxylate